(Z)-2-(benzotriazol-1-yl)-N,N-dimethyl-3-[(4-methyl-5-oxo-2H-furan-2-yl)oxy]prop-2-enamide N1(N=NC2=C1C=CC=C2)\C(\C(=O)N(C)C)=C/OC2OC(C(=C2)C)=O